2,3,6-Trichlorophenylacetic acid ClC1=C(C(=CC=C1Cl)Cl)CC(=O)O